CC=1N=C(N(C1)C(=O)NCCCC1(CC1)C(F)(F)F)OCCN1CCN(CC1)C methyl-2-(2-(4-methylpiperazin-1-yl)ethoxy)-N-(3-(1-(trifluoromethyl)cyclopropyl)propyl)-1H-imidazole-1-carboxamide